(2S)-2-[[(E)-3-(2,5-dimethoxyphenyl)prop-2-enoyl]amino]-N-[4-(hydroxycarbamoyl)phenyl]-3-phenyl-propionamide COC1=C(C=C(C=C1)OC)/C=C/C(=O)N[C@H](C(=O)NC1=CC=C(C=C1)C(NO)=O)CC1=CC=CC=C1